5-{4-(4,6-diphenyl-1,3,5-triazin-2-yl)phenyl}-8-phenyl-5H,8H-Indolo[2,3-c]carbazole C1(=CC=CC=C1)C1=NC(=NC(=N1)C1=CC=CC=C1)C1=CC=C(C=C1)N1C2=CC=CC=C2C2=C1C=CC=1N(C=3C=CC=CC3C21)C2=CC=CC=C2